2-(2,6-dichloro-9H-purin-8-yl)propan-2-ol hydrochloride Cl.ClC1=NC(=C2N=C(NC2=N1)C(C)(C)O)Cl